NC1=C2N=CN(C2=NC=N1)CC1=C(C=C(C=C1CC)C=1N=CSC1)N1C[C@](CC1)(C(NC1CC1)=O)NC(OC(C)(C)C)=O tert-butyl (R)-(1-(2-((6-amino-9H-purin-9-yl)methyl)-3-ethyl-5-(thiazol-4-yl)phenyl)-3-(cyclopropylcarbamoyl)pyrrolidin-3-yl)carbamate